N[C@@H]1C2=CC=CC=C2CC12CCN(CC2)C2=CC=C(C=C2C(=C)C2=NNC=C2)CN2CCOCC2 (S)-6-(1-amino-1,3-dihydrospiro[indene-2,4'-piperidin]-1'-yl)-3-(1-(3-(morpholinomethyl)phenyl)vinyl)-1H-pyrazole